C1(=CC=CC=C1)P(C1=CC=CC=C1)OC(C(C)C)CC(C(C)C)OP(C1=CC=CC=C1)C1=CC=CC=C1 2,6-dimethyl-3,5-heptanediol bis(diphenylphosphinite)